BrC=1C=2C(N=C3N(C2C=CC1)C1=CC(=CC=C1C31CCCCC1)C1CCN(CC1)C1CCN(CC1)C1=C3C(N(C(C3=CC=C1)=O)C1C(NC(CC1)=O)=O)=O)=O 4-(4-(4'-bromo-5'-oxo-5'H-spiro[cyclohexane-1,7'-indolo[1,2-a]quinazolin]-10'-yl)-[1,4'-bipiperidin]-1'-yl)-2-(2,6-dioxopiperidin-3-yl)isoindoline-1,3-dione